(1S,3S)-3-((6-(5-(((((R)-1-Cyclopropylethyl)(methyl)carbamoyl)oxy)methyl)-1-methyl-1H-pyrazol-4-yl)pyridin-3-yl)oxy)cyclohexan C1(CC1)[C@H](C)N(C(=O)OCC1=C(C=NN1C)C1=CC=C(C=N1)OC1CCCCC1)C